FC1(CCN(CC1)C1=NC2=CC(=C(C=C2C(=N1)NC=1SC(=CN1)C)OC)OCCCN1CCCC1)F N-(2-(4,4-difluoropiperidin-1-yl)-6-methoxy-7-(3-(pyrrolidin-1-yl)propoxy)quinazolin-4-yl)-5-methylthiazol-2-amine